(1R,3R)-3-((S)-2-((5H-Pyrrolo[2,3-b]pyrazin-2-yl)methyl)-6-(methoxycarbonyl)-7-methyl-6,7,8,9-tetrahydro-3H-imidazo[4,5-f]chinolin-3-yl)cyclohexan N1=C2C(=NC=C1CC=1N(C=3C(=C4CC[C@@H](N(C4=CC3)C(=O)OC)C)N1)C1CCCCC1)NC=C2